NC1=CC(=C(C=C1OC)N1CCC(CC1)N(C)C)CC 1-(4-amino-2-ethyl-5-methoxyphenyl)-N,N-dimethylpiperidin-4-amine